C(C)(C)(C)C1=NN=C(O1)C(=O)NC1C2=C(CNCC1)C=C(C=C2)C2=NC(=NC=C2)NC=2C=NN(C2)C 5-(tert-butyl)-N-(8-(2-((1-methyl-1H-pyrazol-4-yl)amino)pyrimidin-4-yl)-2,3,4,5-tetrahydro-1H-benzo[c]azepin-5-yl)-1,3,4-oxadiazole-2-carboxamide